N-(2-bromo-3-(7H-dibenzo[b,g]carbazol-7-yl)phenyl)-N-(naphthalen-2-yl)naphthalen-2-amine BrC1=C(C=CC=C1N1C2=CC=C3C(=C2C=2C=C4C(=CC12)C=CC=C4)C=CC=C3)N(C3=CC4=CC=CC=C4C=C3)C3=CC4=CC=CC=C4C=C3